C1(CC1)C1=CC(=C2CN(C(C2=C1)=O)C1=CC(=CC=C1)[C@@]([C@H](C1=NN=CN1C)F)(C)F)C(F)(F)F trans-6-cyclopropyl-2-[3-[(1S,2R)-1,2-difluoro-1-(4-methyl-4H-1,2,4-triazol-3-yl)propan-2-yl]phenyl]-4-(trifluoromethyl)-2,3-dihydro-1H-isoindol-1-one